2-(1-(Cyclopropylmethyl)-1H-indol-2-yl)-4-methoxy-3-methylpyrazolo[1,5-a]pyrazine-6-carboxylic acid Sodium hydride [H-].[Na+].C1(CC1)CN1C(=CC2=CC=CC=C12)C1=NN2C(C(=NC(=C2)C(=O)O)OC)=C1C